Tert-Butyl N-[2-(4-{2-[(4-Bromopyridin-2-Yl)Carbamoyl]Ethyl}Piperazin-1-Yl)Ethyl]-N-Methylcarbamate BrC1=CC(=NC=C1)NC(=O)CCN1CCN(CC1)CCN(C(OC(C)(C)C)=O)C